methyl 5-((1-(3-fluoropropyl)azetidin-3-yl)methyl)thiophene-2-carboxylate FCCCN1CC(C1)CC1=CC=C(S1)C(=O)OC